C(C1=CC=CC=C1)OC=1C=C2CCC(=C(C2=CC1)C1=CC=C(C=C1)N1CCC(CC1)C(OC)OC)CC(C)C 1-(4-(6-(Benzyloxy)-2-isobutyl-3,4-dihydronaphthalen-1-yl)phenyl)-4-(dimethoxymethyl)piperidine